CC1OC2(OCC1)[C@@H]1OC[C@H](CC2)O1 (1R,5S)-4'-methyl-7,8-dioxaspiro[bicyclo[3.2.1]octane-2,2'-[1,3]dioxane]